C(C)(C)(C)OC(=O)N[C@H](C(=O)N[C@H](C(=O)OC)CC1C(NC(CC1)(C)C)=O)CC1CC1 Methyl (2S)-2-[[(2S)-2-(tert-butoxycarbonylamino)-3-cyclopropyl-propanoyl]amino]-3-(6,6-dimethyl-2-oxo-3-piperidyl)propanoate